FC(C=1C=C(N=NC1C1=C(C(=CC(=C1)F)F)F)NC1C[C@@H]2[C@@H](CN(C2)C(C)C2=NC=CC=C2)C1)F (3aR,5s,6aS)-N-(5-(difluoromethyl)-6-(2,3,5-trifluorophenyl)pyridazin-3-yl)-2-(1-(pyridin-2-yl)ethyl)octahydrocyclopenta[c]pyrrol-5-amine